6-(2,3-dichloro-6-methoxyphenyl)-1-carbonyl-2,5,6,7-tetrahydro-1H-cyclopenta[c]pyridine-4-carboxylic acid ethyl ester C(C)OC(=O)C=1C2=C(C(NC1)=C=O)CC(C2)C2=C(C(=CC=C2OC)Cl)Cl